C1(CC1)C=1C(=NC(=NC1)N1N=C(C=C1)C(F)(F)F)OC1=CC(=NC=C1)C(F)(F)F 5-cyclopropyl-2-[3-(trifluoromethyl)-1H-pyrazol-1-yl]-4-[[2-(trifluoromethyl)-4-pyridinyl]oxy]pyrimidine